COC1=CC=C(C=N1)CN1C(C2=CC=C(C=C2C=N1)S(=O)(=O)C1=CC=CC=C1)=O (S)-2-((6-methoxypyridin-3-yl)methyl)-6-(phenylsulfonyl)phthalazin-1(2H)-one